C1(=CC=CC2=CC=CC=C12)[C@@H](C)NC(=O)C1=C(C=CC=C1)CCC(=O)OC methyl 3-[2-[[(1R)-1-(1-naphthyl)ethyl]carbamoyl]phenyl]propanoate